ethyl 4-formylthiazole-5-carboxylate C(=O)C=1N=CSC1C(=O)OCC